2,4-dichlorobenzothioate ClC1=C(C([O-])=S)C=CC(=C1)Cl